Cl.N[C@H](C(=O)N1C(=CC(=C1)O)C(=O)N[C@@H](C)C1=CC=C(C=C1)C1=C(N=CS1)C)C(C)(C)C (2S,4R)-1-((S)-2-amino-3,3-dimethylbutyryl)-4-Hydroxy-N-((S)-1-(4-(4-methylthiazol-5-yl)phenyl)ethyl)pyrrole-2-carboxamide hydrochloride